C(C)(C)(C)OC(=O)NCCCCCCCCOC/C=C/C(=O)OCC ethyl (E)-4-[8-(tert-butoxycarbonylamino)octoxy]but-2-enoate